ethyl 2-[(4R)-4-[2-[5-[(4,6-difluoro-1H-indol-5-yl)oxy]-2-fluoro-phenyl]-1H-imidazol-4-yl]-4-methyl-chroman-8-yl]acetate FC1=C2C=CNC2=CC(=C1OC=1C=CC(=C(C1)C=1NC=C(N1)[C@@]1(CCOC2=C(C=CC=C12)CC(=O)OCC)C)F)F